α-benzyl-proline C(C1=CC=CC=C1)[C@@]1(NCCC1)C(=O)O